4-Methoxybenzene-sulfonamide COC1=CC=C(C=C1)S(=O)(=O)N